NC1=C2N=CN(C2=NC=N1)C[C@@H](C)OCP(OCCCOCCCCCCCCCCCC#CC1CCCC1)(O)=O 3-((13-cyclopentyltridec-12-yn-1-yl)oxy)propyl hydrogen ((((R)-1-(6-amino-9H-purin-9-yl)propan-2-yl)oxy)methyl)phosphonate